butyltin sulfate S(=O)(=O)([O-])[O-].C(CCC)[Sn+3].S(=O)(=O)([O-])[O-].S(=O)(=O)([O-])[O-].C(CCC)[Sn+3]